(1-(2-hydroxyethyl)-1H-pyrazol-3-yl)boronic acid OCCN1N=C(C=C1)B(O)O